CC=1C(=NC(=NC1)NC1CCOCC1)N1C=NC(=C1)C(=O)NCC1=NC(=CC=C1)C 1-(5-methyl-2-((tetrahydro-2H-pyran-4-yl)amino)-pyrimidin-4-yl)-N-((6-methylpyridin-2-yl)methyl)-1H-imidazole-4-carboxamide